(E)-4-(3-(but-2-enoylamino)-2-methylphenyl)-2-methyl-1H-indole-7-carboxamide C(\C=C\C)(=O)NC=1C(=C(C=CC1)C1=C2C=C(NC2=C(C=C1)C(=O)N)C)C